tricyclohexylphosphine tetrafluoroborate salt F[B-](F)(F)F.C1(CCCCC1)P(C1CCCCC1)C1CCCCC1